benzyl 4-[2-(piperidin-4-yl)ethynyl]piperidine-1-carboxylate N1CCC(CC1)C#CC1CCN(CC1)C(=O)OCC1=CC=CC=C1